O([C@@H]1[C@@H](O)[C@@H](O)[C@H](O)[C@H](O1)CO)CCCN Aminopropyl α-D-mannopyranoside